OCCOC1=C2C(=NC=C1)N(N=C2CNC(C=C)=O)C2=CC=C(C=C2)OC(F)(F)F N-[[4-(2-hydroxyethoxy)-1-[4-(trifluoromethoxy)phenyl]pyrazolo[3,4-b]pyridin-3-yl]methyl]prop-2-enamide